C(C)(C)(C)C1=CC(=NC=C1)C1=NC=CC=C1 2-(4-tert-butyl-2-pyridyl)pyridine